tert-butyl (6aR)-4-chloro-1-(2,3-dimethylpiperidin-1-yl)-3-(2-fluoro-6-hydroxyphenyl)-12-oxo-6a,7,9,10-tetrahydro-12H-pyrazino[2,1-c]pyrido[3,4-f][1,4]oxazepine-8(6H)-carboxylate ClC1=C(N=C(C=2C(N3[C@@H](COC21)CN(CC3)C(=O)OC(C)(C)C)=O)N3C(C(CCC3)C)C)C3=C(C=CC=C3O)F